2-Chloro-N-(5-methyl-1,3,4-oxadiazol-2-yl)-3-(isopropylthio)-4-(methylsulfonyl)benzamide ClC1=C(C(=O)NC=2OC(=NN2)C)C=CC(=C1SC(C)C)S(=O)(=O)C